FC(CO)(CNC1=NC=NC(=C1)NC1=CC2=C(C=N1)C=NN2C(C2=CC=CC=C2)(C2=CC=CC=C2)C2=CC=CC=C2)F 2,2-difluoro-3-((6-((1-trityl-1H-pyrazolo[4,3-c]pyridin-6-yl)amino)pyrimidin-4-yl)amino)propan-1-ol